ClC1=CC=C(C(=C1CCC=1C=CC2=C(NC(O2)=O)C1)C=1C(N(N=C(C1O)C)C)=O)F 5-[2-[6-chloro-3-fluoro-2-(5-hydroxy-2,6-dimethyl-3-oxo-pyridazin-4-yl)phenyl]ethyl]-3H-1,3-benzoxazol-2-one